NCCC1=NC2=CC=C(C=C2C=C1)C(=O)N1CCN(CC1)C (2-(2-aminoethyl)quinolin-6-yl)(4-methylpiperazin-1-yl)methanone